P(=O)([O-])([O-])[O-].[Ti+4].[Na+].[Na+].P(=O)([O-])([O-])[O-] sodium-sodium titanium phosphate